C(C)(C)(C)OC(=O)N[C@@H](C(C)C)C1=NC(=C(C(=C1C(=O)OCC)C=1SC(=CC1)C(NCC1=CC(=C(C=C1)F)F)=O)C(=O)OCC)CCC1=CC=C(C=C1)F diethyl (S)-2-(1-((tert-butoxycarbonyl)amino)-2-methylpropyl)-4-(5-((3,4-difluorobenzyl)carbamoyl)thiophen-2-yl)-6-(4-fluorophenethyl)pyridine-3,5-dicarboxylate